rel-4-((1-(2-fluoro-6-nitrophenyl)piperidin-4-yl)methyl)-3,5-dimethylmorpholine FC1=C(C(=CC=C1)[N+](=O)[O-])N1CCC(CC1)CN1C(COCC1C)C